O1C(=NCC1)C1=NC=CC=C1 2-(4,5-dihydro-1,3-oxazol-2-yl)pyridine